C(C)OC1=CC(=C2C=NC=NC2=C1)C=1C=CC(=NC1)N1CCN(CC1)C(CC1=NC=C(C=C1)F)=O (4-(5-(7-ethoxyquinazolin-5-yl)pyridin-2-yl)piperazin-1-yl)-2-(5-fluoropyridin-2-yl)ethan-1-one